C(C)(C)(C)OC(=O)NCC1=C(OCCCC(=O)OCC)C=C(C=C1)C#C[Si](C)(C)C 2-Ethyl 4-(2-(((tert-butoxycarbonyl)amino)methyl)-5-((trimethylsilyl)ethynyl)phenoxy)butanoate